N-methyl-6-(6-methyl-5-{[(1S,3R)-3-phenylcyclopentyl]carbamoyl}-pyridin-3-yl)-1H-indazole-3-carboxamide CNC(=O)C1=NNC2=CC(=CC=C12)C=1C=NC(=C(C1)C(N[C@@H]1C[C@@H](CC1)C1=CC=CC=C1)=O)C